NC=1N=NC(=CC1C1=NC=CC(=C1)N1C(CN(CC1)C(=O)OC(C)(C)C)=O)C1=C(C(=CC=C1)F)O tert-butyl 4-[2-[3-amino-6-(3-fluoro-2-hydroxy-phenyl)pyridazin-4-yl]-4-pyridyl]-3-oxo-piperazine-1-carboxylate